C(#N)C1=C(C(=C(C(=C1F)F)CC#N)F)F 2-(p-cyanotetrafluorophenyl)acetonitrile